NCC(CN1N=CN(C1=O)CC1=CC(=CC=C1)C1=CC=C(C=C1)S(=O)(=O)C)=C(F)F 2-[2-(aminomethyl)-3,3-difluoro-allyl]-4-[[3-(4-methylsulfonylphenyl)phenyl]methyl]-1,2,4-triazol-3-one